2-methoxy-10-methyl-5,6,7,8,9,10-hexahydropyrido[3',2':4,5]pyrrolo[2,3-d]azepine COC=1C=CC2=C(N(C=3CCNCCC32)C)N1